1-(bicyclo[1.1.1]pentan-1-yl)-N-((R)-1-(3-(difluoromethyl)-2-fluorophenyl)ethyl)-6-oxo-4-(((R)-quinuclidin-3-yl)amino)-1,6-dihydropyridine-3-carboxamide C12(CC(C1)C2)N2C=C(C(=CC2=O)N[C@H]2CN1CCC2CC1)C(=O)N[C@H](C)C1=C(C(=CC=C1)C(F)F)F